N1CCC12CNC2 1,6-Diazaspiro[3.3]heptane